O4-benzyl O1-tert-butyl 4-[[1-(2,6-dioxo-3-piperidyl)-3-methyl-2-oxo-benzimidazol-5-yl]methyl]piperidine-1,4-dicarboxylate O=C1NC(CCC1N1C(N(C2=C1C=CC(=C2)CC2(CCN(CC2)C(=O)OC(C)(C)C)C(=O)OCC2=CC=CC=C2)C)=O)=O